2-(3-fluoro-5-isopropyl-2-methoxyphenyl)-2-((R)-3-((5-(4-(2-methoxyethyl)-5,6,7,8-tetrahydro-1,8-naphthyridin-2-yl)pentyl)oxy)pyrrolidin-1-yl)acetic acid FC=1C(=C(C=C(C1)C(C)C)C(C(=O)O)N1C[C@@H](CC1)OCCCCCC1=NC=2NCCCC2C(=C1)CCOC)OC